FC(CN1C(=NC2=NC=C(C=C21)C2=CNC=1N=C(N=C(C12)OC)NC1C[C@@H]2[C@@H](CN(C2)C(C)=O)C1)C)F 1-((3aR,5s,6aS)-5-((5-(1-(2,2-difluoroethyl)-2-methyl-1H-imidazo[4,5-b]pyridin-6-yl)-4-methoxy-7H-pyrrolo[2,3-d]pyrimidin-2-yl)amino)hexahydrocyclopenta[c]pyrrol-2(1H)-yl)ethan-1-one